C(C1=CC=CC=C1)N(C(=O)NCC1=CC=C(C=C1)N(C)C)CC1=CC=CC=C1 1,1-dibenzyl-3-(4-(dimethylamino)benzyl)urea